N-({10-methoxy-7-thia-2,5-diazatricyclo[6.4.0.02,6]dodeca-1(12),3,5,8,10-pentaen-4-yl}methyl)pyridin-3-amine COC=1C=C2SC3=NC(=CN3C2=CC1)CNC=1C=NC=CC1